CC1=C(C(=CC=C1CCCCC)C1C(CCC=C1)C(=C)C)O methyl-4-pentyl-2'-(prop-1-en-2-yl)-1',2',3',4'-tetrahydro-[1,1'-biphenyl]-2-ol